[Si](C1=CC=CC=C1)(C1=CC=CC=C1)(C(C)(C)C)OCCN1C(N2[C@H](C1=O)C[C@H](C2)O)=O (6R,7aS)-2-[2-[tert-butyl(diphenyl)silyl]oxyethyl]-6-hydroxy-5,6,7,7a-tetrahydropyrrolo[1,2-c]imidazole-1,3-dione